C1(=C(C=CC=C1)SSC1=C(C=CC=C1)O)O dithiodiphenol